ClC=1C2=C(C3=C(CN(S(N3)(=O)=O)CC3=C(C=NC=C3)Cl)C1)NC=C2Cl 6,7-dichloro-3-[(3-chloro-4-pyridyl)methyl]-4,9-dihydro-1H-pyrrolo[3,2-h][2,1,3]benzothiadiazine 2,2-dioxide